C(C)(C)(C)OC(=O)N1CCC(CC1)C1=C(C2=C(N(C(=C2C(C)C)C=2C=C(C=3N(C2)N=CN3)C)C(=O)OC(C)(C)C)S1)C(F)F tert-butyl 2-(1-(tert-butoxycarbonyl)piperidin-4-yl)-3-(difluoromethyl)-4-isopropyl-5-(8-methyl-[1,2,4]triazolo[1,5-a]pyridin-6-yl)-6H-thieno[2,3-b]pyrrole-6-carboxylate